6-methyl-1,5-nonadiene CC(=CCCC=C)CCC